CN(C1=NC(=CC=C1[C@H]1CC2(CC2)CCN1CC1=C2C=CN(C2=C(C=C1OC)C)C(=O)OC(C)(C)C)C(=O)OC)C tert-butyl 4-{[(5R)-5-[2-(dimethylamino)-6-(methoxycarbonyl)pyridin-3-yl]-6-azaspiro[2.5]octan-6-yl]methyl}-5-methoxy-7-methylindole-1-carboxylate